(6-((cyclopentylmethyl)(methyl)amino)-1-oxo-2,3-dihydro-1H-pyrrolo[3,4-c]pyridin-4-yl)methyl methanesulfonate CS(=O)(=O)OCC1=NC(=CC2=C1CNC2=O)N(C)CC2CCCC2